C(C)(C)C1=CN=CC=2C=CC=C(C12)C(=O)O 4-isopropyl-isoquinoline-5-carboxylic acid